(2-(((2-(2,6-dioxopiperidin-3-yl)-1-oxoisoindolin-4-yl)amino)methyl)thiazol-4-yl)methyl 4-oxoadamantane-1-carboxylate O=C1C2CC3(CC(CC1C3)C2)C(=O)OCC=2N=C(SC2)CNC2=C3CN(C(C3=CC=C2)=O)C2C(NC(CC2)=O)=O